5-(4-(2-(ethylamino)ethoxy)phenoxy)-6-(4-(methylsulfonyl)phenyl)naphthalene C(C)NCCOC1=CC=C(OC2=C3C=CC=CC3=CC=C2C2=CC=C(C=C2)S(=O)(=O)C)C=C1